C1(CC1)N1N=CC(=C1)N1N=CC2=NC(=C(C=C21)OC)C2=C1CCCC1=CC=C2 (1-cyclopropyl-1H-pyrazol-4-yl)-5-(2,3-dihydro-1H-inden-4-yl)-6-methoxy-1H-pyrazolo[4,3-b]pyridine